3-amino-5-trifluoromethyl-phenylboronic acid pinacol ester NC=1C=C(C=C(C1)C(F)(F)F)B1OC(C)(C)C(C)(C)O1